dimethylaminopropyl methacrylate C(C(=C)C)(=O)OCCCN(C)C